5-fluoro-N-(2-methoxyethyl)benzene-1,2-diamine FC1=CC=C(C(=C1)NCCOC)N